BrC1=NN2C(N=C(C=C2C2CC2)C(=O)N2[C@@H](C3=CC=C(C=C3CC2)F)C)=C1 (R)-2-{2-Bromo-7-cyclopropylpyrazolo[1,5-a]pyrimidine-5-carbonyl}-6-fluoro-1-methyl-1,2,3,4-tetrahydroisoquinoline